N-(6-carbonyl-6,9-dihydro-1H-purine-2-yl)acetamide C(=O)=C1C=2N=CNC2N=C(N1)NC(C)=O